C1(CC1)COC1CCC(CC1)N1C(C2=CC=CC=C2C1=O)=O 2-((1R,4R)-4-(cyclopropylmethoxy)cyclohexyl)isoindoline-1,3-dione